2-([1,1'-biphenyl]-4-yl)-5H-pyrrolo[3,2-d]pyrimidine-6-carboxylic acid C1(=CC=C(C=C1)C=1N=CC2=C(N1)C=C(N2)C(=O)O)C2=CC=CC=C2